ClC1=NC=CC(=N1)C=1C=NN(C1)C(=O)OC(C)(C)C tert-butyl 4-(2-chloropyrimidin-4-yl)-1H-pyrazole-1-carboxylate